1-(4,7-dihydro-5H-thieno[2,3-c]pyran-7-yl-5,5-d2)-N-methylmethanamine S1C=CC2=C1C(OC(C2)([2H])[2H])CNC